[Hf].[Ta].C(C)(C)(C)OC(=O)N[C@@H](CO)C(=O)NCC(=O)N[C@@H](C)C(=O)O N-(tert-butoxycarbonyl)-L-seryl-glycyl-L-alanine tantalum-hafnium